C1(CC1)C=1C(=CC(=C(CN2CCN(CC2)C(=O)OC2=CC(=CC=C2)C(NC[C@@H]([C@H]([C@@H]([C@@H](CO)O)O)O)O)=O)C1)OCC)C(=O)OC 3-(((2S,3R,4R,5R)-2,3,4,5,6-pentahydroxyhexyl)carbamoyl)phenyl 4-(5-cyclopropyl-2-ethoxy-4-(methoxycarbonyl)benzyl)piperazine-1-carboxylate